[2-(aminomethyl)-3,3-difluoro-allyl]-4-[[5-[6-(dimethylamino)-3-pyridinyl]-2-thienyl]methyl]-1,2,4-triazol-3-one trifluoroacetate salt FC(C(=O)O)(F)F.NCC(CC=1N(C(NN1)=O)CC=1SC(=CC1)C=1C=NC(=CC1)N(C)C)=C(F)F